FC1=C(C(=C(C(=C1[B-](C1=C(C(=C(C(=C1F)F)F)F)F)(C1=C(C(=C(C(=C1F)F)F)F)F)C1=C(C(=C(C(=C1F)F)F)F)F)F)F)F)F.C[NH+](C1=CC=CC=C1)C N,N-dimethylanilinium tetra(pentafluorophenyl)borate